COC1=C(C(=O)NCC2=CC=C(C=C2)C2=CC=C3C=NNC3=C2C(=O)N)C=CC=C1 6-(4-((2-methoxybenzoylamino)methyl)phenyl)-1H-indazole-7-carboxamide